2-(4-fluorophenyl)-N-(3-(4-(1-methyl-1H-indazol-5-yl)phenyl)propyl)acetamide FC1=CC=C(C=C1)CC(=O)NCCCC1=CC=C(C=C1)C=1C=C2C=NN(C2=CC1)C